ClC1=C(C=CC=C1C1=C(C(=NC=C1)C1=NC(=C(C=C1)CNC[C@@H](C)O)OC)Cl)NC(=O)C=1C(N(C(N(C1)C)=O)C)=O (R)-N-(2-chloro-3-(3-chloro-5'-(((2-hydroxypropyl)amino)methyl)-6'-methoxy-[2,2'-bipyridin]-4-yl)phenyl)-1,3-dimethyl-2,4-dioxo-1,2,3,4-tetrahydropyrimidine-5-carboxamide